FC1=C(C(=CC(=C1)OCCN1CC(C1)CF)F)[C@H]1N([C@@H](CC2=C1NC1=CC=CC=C21)C)C[C@](CO)(O)C (2R)-3-[(1R,3R)-1-[2,6-difluoro-4-[2-[3-(fluoromethyl)azetidin-1-yl]ethoxy]phenyl]-3-methyl-1,3,4,9-tetrahydropyrido[3,4-b]indol-2-yl]-2-methyl-propane-1,2-diol